C(C)(C)C1CCCC=2N1N=C(N2)C(=O)N 5-isopropyl-5,6,7,8-tetrahydro-[1,2,4]triazolo[1,5-a]pyridine-2-carboxamide